5-(3-methyl-1,2,4-oxadiazol-5-yl)phenol CC1=NOC(=N1)C=1C=CC=C(C1)O